(R)-N-hydroxy-4-(1H-indol-3-yl)-3-(4-((5-phenylthiophene-2-sulfonamido)methyl)-1H-1,2,3-triazol-1-yl)butanamide ONC(C[C@@H](CC1=CNC2=CC=CC=C12)N1N=NC(=C1)CNS(=O)(=O)C=1SC(=CC1)C1=CC=CC=C1)=O